pyridinecarbaldehyde N1=C(C=CC=C1)C=O